COC(=O)C1=CC=C2C(=N1)C1(CN2C2=C(C=CC=C2)Cl)CCCC1 1'-(2-chlorophenyl)-1',2'-dihydrospiro[cyclopentane-1,3'-pyrrolo[3,2-b]pyridine]-5'-carboxylic acid methyl ester